N-methyl-N-(pyrrolidin-3-yl)methanesulfonamide hydrochloride CN(C1CCNC1)S(=O)(=O)C.Cl